C(C)OC(=O)C1=NN2C(C=NC(=C2)C)=C1 6-methylpyrazolo[1,5-a]pyrazine-2-carboxylic acid ethyl ester